6-((((S)-1-(6-aminopyridin-3-yl)piperidin-3-yl)((2-methoxypyridin-4-yl)methyl)amino)methyl)-10-bromo-9-fluoro-3-methyl-2H-[1,4]oxazino[2,3,4-ij]quinolin-7(3H)-one NC1=CC=C(C=N1)N1C[C@H](CCC1)N(CC1=CC(=NC=C1)OC)CC1=CN2C3=C(C(=C(C=C3C1=O)F)Br)OCC2C